4-(4-benzoyl-3-hydroxyphenoxy)pentyl-(5-isocyano-2-methylphenyl)glycine C(C1=CC=CC=C1)(=O)C1=C(C=C(OC(CCCN(CC(=O)O)C2=C(C=CC(=C2)[N+]#[C-])C)C)C=C1)O